C(C1=CC=CC=C1)OC1=C(C(=CC(=C1)OC(F)F)C)B1OC(C(O1)(C)C)(C)C 2-[2-benzyloxy-4-(difluoromethoxy)-6-methyl-phenyl]-4,4,5,5-tetramethyl-1,3,2-dioxaborolane